FC1=C(C=CC=C1)C1=C(N=C(C=2N1N=CC2)N2CCC1(CC2)C(C2=C(N=C(O2)C)C1)=O)C 1'-[7-(2-fluorophenyl)-6-methyl-pyrazolo[1,5-a]pyrazin-4-yl]-2-methyl-spiro[4H-cyclopenta[d]oxazole-5,4'-piperidine]-6-one